tert-butyl 6-[(4-dimethylphosphorylphenyl)methyl]-2,6-diazaspiro[3.3]heptane-2-carboxylate CP(=O)(C)C1=CC=C(C=C1)CN1CC2(CN(C2)C(=O)OC(C)(C)C)C1